C(=C)C(CCC=C)CCCCC 5-vinyl-decene